4-[2-Amino-9-(4-fluoro-benzyl)-6-oxo-6,9-dihydro-1H-purin-8-yl]-pyrazol NC=1NC(C=2N=C(N(C2N1)CC1=CC=C(C=C1)F)C=1C=NNC1)=O